N1=C(C=CC2=CC=CC=C12)NC1=CC=CC=C1 quinoline-2-yl-phenylamine